1,3-Di-n-butyl-4-hydroxy-5-methyl-pyrazole C(CCC)N1N=C(C(=C1C)O)CCCC